(S)-N2-[1-(4-fluorophenyl)ethyl]-6-(4-methyl-1H-imidazol-1-yl)-N4-(pyrazin-2-yl)pyrimidine-2,4-diamine FC1=CC=C(C=C1)[C@H](C)NC1=NC(=CC(=N1)NC1=NC=CN=C1)N1C=NC(=C1)C